C(C(=C)C)(=O)OCCOP(=O)([O-])OCC[N+](C)(C)C 2-(methacryloyloxy)ethylphosphocholine